(R)-1-(5-phenyl-1,3,4-thiadiazol-2-yl)ethan-1-amine C1(=CC=CC=C1)C1=NN=C(S1)[C@@H](C)N